3-((tert-butylcarbonyl)amino)-2-((tert-butylcarbonyl)amino)methylpropanoic acid C(C)(C)(C)C(=O)NCC(C(=O)O)CNC(=O)C(C)(C)C